C(#N)C1=CC=C(C=C1)C1=C(C(=O)N)C=CC=N1 (4-cyanophenyl)-nicotinamide